1-[4-[6-(2,8-dimethylimidazo[1,2-b]pyridazin-6-yl)-8-fluoro-imidazo[1,2-a]pyridin-2-yl]-1-piperidyl]propan-1-one CC=1N=C2N(N=C(C=C2C)C=2C=C(C=3N(C2)C=C(N3)C3CCN(CC3)C(CC)=O)F)C1